mono-oleyl succinate (mono-9-octadecenyl succinate) C(CCCCCCCC=CCCCCCCCC)C(C(=O)O)CC(=O)O.C(CCC(=O)O)(=O)OCCCCCCCC\C=C/CCCCCCCC